ClC=1C=C(C=CC1F)NC1=NC=NC2=CC(=C(C=C12)N)OC N4-(3-chloro-4-fluorophenyl)-7-methoxyquinazoline-4,6-diamine